1-methylazetidin-3-yl-2-(5-(1-(3,5-difluorophenyl) ethoxy)-1H-indazol-3-yl)-4,6-dihydropyrrolo[3,4-d]imidazole-5(1H)-carboxylate CN1CC(C1)OC(=O)N1CC=2NC(=NC2C1)C1=NNC2=CC=C(C=C12)OC(C)C1=CC(=CC(=C1)F)F